[Br-].C1(=CC=CC=C1)N1N=[NH+]C(=N1)C1=CC=CC=C1 3,5-di-phenyl-tetrazolium bromide